FC1=CC(=C(C=C1)C1=C(C=C(C=C1)F)[N+](=O)[O-])[N+](=O)[O-] 4,4'-difluoro-2,2'-dinitrobiphenyl